C(C)(C)(C)OC(=O)N1C[C@H]2CC[C@@H](C1)N2C2=NC(=NC1=C(C(=C(C=C21)OC)Br)F)Cl (1R,5S)-8-(7-bromo-2-chloro-8-fluoro-6-methoxyquinazolin-4-yl)-3,8-diazabicyclo[3.2.1]Octane-3-carboxylic acid tert-butyl ester